5,5'-[(2-hydroxy-1,3-propanediyl)bis(acetyl-imino)]bis[N,N'-bis(2,3-dihydroxypropyl)-1,3-benzenedicarboxamide] OC(CN(C(C)=O)C=1C=C(C=C(C1)C(=O)NCC(CO)O)C(=O)NCC(CO)O)CN(C(C)=O)C=1C=C(C=C(C1)C(=O)NCC(CO)O)C(=O)NCC(CO)O